1-Methyl-2-(6-(tert-butoxycarbonyl)-5-(1-(cyclopentylmethyl)-5-methyl-1H-pyrazol-4-yl) pyridin-2-yl)-1,2,3,4-tetrahydroisoquinoline-8-carboxylate CC1N(CCC2=CC=CC(=C12)C(=O)[O-])C1=NC(=C(C=C1)C=1C=NN(C1C)CC1CCCC1)C(=O)OC(C)(C)C